C1CCC2=C(C=3CCCC3C=C12)NC(=O)NS(=O)(=O)C1=CC=2C(N(CCC2O1)C)=O N-((1,2,3,5,6,7-hexahydro-s-indacen-4-yl)carbamoyl)-5-methyl-4-oxo-4,5,6,7-tetrahydrofuro[3,2-c]pyridine-2-sulfonamide